4-(Difluoromethoxy)-1-methyl-2-((4-(6-((4-(trifluoromethyl)benzyl)oxy)pyridin-2-yl)piperidin-1-yl)methyl)-1H-benzo[d]imidazole-6-carboxylic acid FC(OC1=CC(=CC=2N(C(=NC21)CN2CCC(CC2)C2=NC(=CC=C2)OCC2=CC=C(C=C2)C(F)(F)F)C)C(=O)O)F